boron titanium aluminum [Al].[Ti].[B]